[Sn](Cl)Cl.[C].[Pd] palladium carbon stannous chloride